n-Butyl Stearate CCCCCCCCCCCCCCCCCC(=O)OCCCC